benzylidene-bornan-2-one methylsulfate COS(=O)(=O)O.C(C1=CC=CC=C1)=C1C(C2(CCC1C2(C)C)C)=O